N-methyl-3-phenyltetrahydrofuran-2-carboxamide CNC(=O)C1OCCC1C1=CC=CC=C1